4-bromo-3-meth-ylbenzonitrile BrC1=C(C=C(C#N)C=C1)C